O=C1NC(CCC1N1C(N(C2=C1C=CC(=C2)CCN(C)CC2CCN(CC2)C(=O)OC(C)(C)C)C)=O)=O tert-butyl 4-[[2-[1-(2,6-dioxo-3-piperidyl)-3-methyl-2-oxo-benzimidazol-5-yl]ethyl-methyl-amino]methyl]piperidine-1-carboxylate